(S)-2-((2-Methoxyphenyl)(1H-pyrrol-2-yl)(p-tolyl)methyl)-3-phenyl-1H-indole COC1=C(C=CC=C1)[C@@](C=1NC2=CC=CC=C2C1C1=CC=CC=C1)(C1=CC=C(C=C1)C)C=1NC=CC1